N-(2-(4-(2-(4-(tert-butyl)-2-ethoxyphenyl)-4,5-bis(4-chlorophenyl)-4,5-dihydro-1H-imidazole-1-carbonyl)piperazin-1-yl)-2-oxoethyl)hex-5-ynamide C(C)(C)(C)C1=CC(=C(C=C1)C=1N(C(C(N1)C1=CC=C(C=C1)Cl)C1=CC=C(C=C1)Cl)C(=O)N1CCN(CC1)C(CNC(CCCC#C)=O)=O)OCC